BrC(=O)OC1CCC1 cyclobutyl bromoformate